ClC1=C(C(=NC=2CN3[C@@H](COC21)CN(CC3)C(=O)OC(C)(C)C)C#C[Si](C)(C)C)C3=C(C=CC=C3O)Cl Tert-butyl (6aR)-4-chloro-3-(2-chloro-6-hydroxyphenyl)-2-[(trimethylsilyl)ethynyl]-6a,7,9,10-tetrahydro-12H-pyrazino[2,1-c]pyrido[2,3-f][1,4]oxazepine-8(6H)-carboxylate